1-[(4-methylphenyl)dioxy-λ6-sulfanyl]-5-[4-(4-methylpiperazin-1-yl)phenyl]-3-(1-methylpyrazol-4-yl)pyrrolo[2,3-b]pyridine CC1=CC=C(C=C1)OO[SH4]N1C=C(C=2C1=NC=C(C2)C2=CC=C(C=C2)N2CCN(CC2)C)C=2C=NN(C2)C